C(CCCCCCCCCCC)S[Sn](C)(C)SCCCCCCCCCCCC bis(dodecylsulfanyl)dimethyl-stannane